monooctyltin maleate salt C(\C=C/C(=O)[O-])(=O)[O-].C(CCCCCCC)[Sn+3].C(\C=C/C(=O)[O-])(=O)[O-].C(\C=C/C(=O)[O-])(=O)[O-].C(CCCCCCC)[Sn+3]